C(#N)C1=NC2=CC(=CC(=C2N=C1N1CCN(CC1)C1=CC=C(C=C1)F)[C@@H](C)NC1=C(C(=O)O)C=CC=C1)C (R)-2-((1-(2-cyano-3-(4-(4-fluoro-phenyl)piperazin-1-yl)-7-methylquinoxalin-5-yl)ethyl)amino)benzoic acid